(4-cyclobutyl-1H-1,2,3-triazol-1-ylmethyl)-5-iodo-2-methyl-2H-1,2,3-triazol C1(CCC1)C=1N=NN(C1)CC1=NN(N=C1I)C